N-(4-aminocyclohexyl)-2-chloro-4-[[3-[1-(cyanomethyl)-3-(trifluoromethyl)pyrazol-4-yl]imidazo[1,2-a]pyrazin-8-yl]amino]benzamide NC1CCC(CC1)NC(C1=C(C=C(C=C1)NC=1C=2N(C=CN1)C(=CN2)C=2C(=NN(C2)CC#N)C(F)(F)F)Cl)=O